FC=1C=C(C=C(C1)F)C1CC=NN1C(=O)C1CCN(CC1)C(C)=O 1-(4-(5-(3,5-difluorophenyl)-4,5-dihydro-1H-pyrazole-1-carbonyl)piperidin-1-yl)ethanone